C1(=CC=CC=C1)S(=O)(=O)C1=CC=C(CNC(=O)C=2N=CC=3N(C2)C=CN3)C=C1 Imidazo[1,2-a]pyrazine-6-carboxylic acid 4-benzenesulfonyl-benzylamide